FC1=C(C(=O)N(C2=NC=CC3=C2C=C(S3)C=3C=C(SC3)C(=O)N)[C@H]3CNCCC3)C=CC(=C1)N1N=NC=3C1=NC=CC3 4-[4-[[2-fluoro-4-(triazolo[4,5-b]pyridin-3-yl)benzoyl]-[(3R)-3-piperidyl]amino]thieno[3,2-c]pyridin-2-yl]thiophene-2-carboxamide